tert-butyl (R)-3-(N-(6,8-dimethylisoquinolin-1-yl)-6-(5-methyl-1,3,4-thiadiazol-2-yl)nicotinamido)piperidine-1-carboxylate CC=1C=C2C=CN=C(C2=C(C1)C)N(C(C1=CN=C(C=C1)C=1SC(=NN1)C)=O)[C@H]1CN(CCC1)C(=O)OC(C)(C)C